1H,6H,7H,8H,9H-pyrrolo[2,3-c]azocin-9-one N1C=CC2=C1C(NCCC=C2)=O